2,5-difluoro-3,6-dimethoxybenzene FC1=CC(=C(C=C1OC)F)OC